S(=O)(=O)(O)C(C(=O)OCCCCCCCCCCCC)CC(=O)[O-].[Na+].[Na+].C(CCCCCCCCCCC)OC(C(CC(=O)[O-])S(=O)(=O)O)=O disodium lauryl sulfosuccinate